mono-{2-[2-(2-ethoxy)-ethoxy]-ethyl} glutarate C(CCCC(=O)[O-])(=O)OCCOCCOCC